(3R)-3-[(R)-amino(phenyl)methyl]-3,4-dihydro-1H-pyrido[2,3-b]pyrazin-2-one N[C@@H]([C@@H]1C(NC2=C(N1)N=CC=C2)=O)C2=CC=CC=C2